N=1C2=C(OCC1)N=CC(=C2)N pyrido[2,3-b][1,4]oxazin-7-amine